C(CC)[N+]1(CCCCC1)CC 1-Propyl-1-ethylpiperidinium